2-(4-((2-(3-Amino-3-methylazetidin-1-yl)-4-methylthiazol-5-yl)methyl)phenyl)-4-(2,6-difluorobenzyl)-2,4-dihydro-3H-1,2,4-triazol-3-one NC1(CN(C1)C=1SC(=C(N1)C)CC1=CC=C(C=C1)N1N=CN(C1=O)CC1=C(C=CC=C1F)F)C